C12CCCCCCC=CCCCCCCC2O1 17-oxabicyclo[14.1.0]heptadec-8-ene